FC1=CC=C(C(=O)NC2=C(C(=O)NCC3CNCCC3)C=CC=C2)C=C1 2-[(4-Fluorobenzoyl)amino]-N-(piperidin-3-ylmethyl)benzamid